(R)-5-(((4-(3-chloro-4-(3-((3-fluoro-4-((((S)-2-hydroxypropyl)amino)methyl)pyridin-2-yl)amino)-2-methylphenyl)pyridin-2-yl)-2-(difluoromethoxy)benzyl)amino)methyl)pyrrolidin-2-one ClC=1C(=NC=CC1C1=C(C(=CC=C1)NC1=NC=CC(=C1F)CNC[C@H](C)O)C)C1=CC(=C(CNC[C@H]2CCC(N2)=O)C=C1)OC(F)F